Allyl (S)-3-cyclopropyl-2-(2-((S)-1-(2,3-difluorobenzyl)-5-thioxopyrrolidin-2-yl)ethanethioamido)propanoate C1(CC1)C[C@@H](C(=O)OCC=C)NC(C[C@H]1N(C(CC1)=S)CC1=C(C(=CC=C1)F)F)=S